3-(3-dimethylamino-1-ethyl-2-methyl-propyl)phenol CN(CC(C(CC)C=1C=C(C=CC1)O)C)C